C(C)(C)(C)OC(=O)N1C(CCCC1)C(NC1=CC2=C(N3C(S2)=NC(=C3)C3=C(C=C(C=C3)C(NC)=O)F)C=C1)=O ((2-(2-fluoro-4-(methylcarbamoyl)phenyl)benzo[d]imidazo[2,1-b]thiazol-7-yl)carbamoyl)piperidine-1-carboxylic acid tert-butyl ester